C(C)(=O)O[C@H]1[C@@](O[C@@]([C@H]1OC(C)=O)(CF)I)(N1C(=O)NC(=O)C=C1)[2H] 2',3'-di-O-acetyl-1'-deutero-5'-deoxy-5'-fluoro-4'-iodouridine